C(C)O[Si](S)(OCC)OCC triethoxysilanethiol